N-Boc-beta-alanine CC(C)(C)OC(=O)NCCC(=O)O